BrC=1C=2N(C(=CC1)C)N=CN2 8-bromo-5-methyl-[1,2,4]-triazolo[1,5-a]pyridine